tert-butyl 4-(3-{[6-(azetidin-1-yl)-4-fluoro-1-benzofuran-2-carbonyl]sulfamoyl}-4-methoxyphenyl)-3,6-dihydropyridine-1(2H)-carboxylate N1(CCC1)C1=CC2=C(C=C(O2)C(=O)NS(=O)(=O)C=2C=C(C=CC2OC)C=2CCN(CC2)C(=O)OC(C)(C)C)C(=C1)F